(2S,3R)-3-((2-aminopyridin-4-yl)methyl)-N2-(1-methyl-1H-pyrazol-3-yl)-N1-((R)-1-(5-fluoro-2-methylphenyl)propyl)-N2-methyl-4-oxoazetidine-1,2-dicarboxamide NC1=NC=CC(=C1)C[C@@H]1[C@H](N(C1=O)C(=O)N[C@H](CC)C1=C(C=CC(=C1)F)C)C(=O)N(C)C1=NN(C=C1)C